methyl-8-morpholinoimidazo[1,2-a]pyridin CC=1N=C2N(C=CC=C2N2CCOCC2)C1